FC1=C(OC=2C=CC(=[N+](C2)[O-])C(=O)OCC)C=CC(=C1)F 5-(2,4-Difluorophenoxy)-2-(ethoxycarbonyl)pyridine 1-oxide